(1S,4R,5R)-5-(4-isopropyl-3-methyl-6H-thieno[2,3-b]pyrrol-2-yl)-2-azabicyclo[2.2.1]heptane-2-carboxylic acid tert-butyl ester C(C)(C)(C)OC(=O)N1[C@@H]2C[C@H]([C@H](C1)C2)C2=C(C1=C(NC=C1C(C)C)S2)C